O1C(=NC=2C3=C(OC4=C(C12)C=CC=C4)C=CC=C3)CCCO 3-(1,8-dioxa-3-aza-dibenzo[e,h]azulen-2-yl)-propane-1-ol